(1S,3S)-2,2-difluoro-3-((2-methyl-6-(3-methyl-4-(((4-(thiophen-2-yl)pyrimidin-2-yl)amino)methyl)isoxazol-5-yl)pyridin-3-yl)carbamoyl)-cyclopropane-1-carboxylic acid FC1([C@@H]([C@H]1C(NC=1C(=NC(=CC1)C1=C(C(=NO1)C)CNC1=NC=CC(=N1)C=1SC=CC1)C)=O)C(=O)O)F